COC([C@H](CC(C)C)NC([C@H](CC(C(F)F)(C)C)NC(=O)OCC1=CC=CC=C1)=O)=O (S)-2-((S)-2-(benzyloxycarbonylamino)-5,5-difluoro-4,4-dimethylpentanoylamino)-4-methylpentanoic acid methyl ester